C(C=1C(O)=CC=CC1)=NCC N-salicylideneethylamine